methyl 3-methylsulfonyl-5-(1,1,2,2-tetrafluoroethoxy)benzoate CS(=O)(=O)C=1C=C(C(=O)OC)C=C(C1)OC(C(F)F)(F)F